(R)-5-(Aminomethyl)-2-(3-(5-(3-hydroxy-1-methyl-2-oxopyrrolidin-3-yl)isoxazol-3-yl)phenyl)thiazole-4-carboxamide NCC1=C(N=C(S1)C1=CC(=CC=C1)C1=NOC(=C1)[C@]1(C(N(CC1)C)=O)O)C(=O)N